(S)-2-{[6-ethyl-2-(3-((2-(3-hydroxyazetidin-1-yl)-2-oxoethyl)(methyl)amino)pyrrolidin-1-yl)imidazo[2,1-b][1,3,4]thiadiazol-5-yl](methyl)amino}-4-(4-fluorophenyl)thiazole-5-carbonitrile C(C)C=1N=C2SC(=NN2C1N(C=1SC(=C(N1)C1=CC=C(C=C1)F)C#N)C)N1C[C@H](CC1)N(C)CC(=O)N1CC(C1)O